C(#N)C1=CC=C(C=N1)NC1=CC(=C(N=N1)C(NC)=O)NCC1CN(CCO1)C(=O)OC(C)(C)C tert-butyl 2-((6-(6-cyanopyridin-3-ylamino)-3-(methylcarbamoyl)pyridazin-4-ylamino)methyl)morpholine-4-carboxylate